FC=1C=C(C=C(C1)F)N(C(=O)OCC1CCC(CC1)COCC(=O)O)C1=CC=CC=C1 2-(((1r,4r)-4-(((3,5-difluoro-phenyl)(phenyl)carbamoyl-oxy)methyl)cyclohexyl)methoxy)acetic acid